C1(=CC(=CC(=C1)C(=O)Cl)C(=O)Cl)C(=O)Cl benzene-1,3,5-tricarbonyl chloride